C(CCCCCCCCCCC)(=O)SCCNC(CCNC([C@@H](C(COP(OP(OC[C@@H]1[C@H]([C@H]([C@@H](O1)N1C=NC=2C(N)=NC=NC12)O)OP(=O)(O)O)(=O)O)(=O)O)(C)C)O)=O)=O lauryl-CoA